OC(CN1C(C(=CC=C1)CN1C(NC(CC1)=O)=O)=O)CO 1-((1-(2,3-dihydroxypropyl)-2-oxo-1,2-dihydropyridin-3-yl)methyl)dihydropyrimidine-2,4(1H,3H)-dione